C(C1=CC=CC=C1)OC(=O)N1CCN(CC1)C1=CC=C(C=C1)[C@@H]1CN(CCO1)C(=O)OC(C)(C)C tert-butyl (R)-2-(4-(4-((benzyloxy)carbonyl)piperazin-1-yl)phenyl)morpholine-4-carboxylate